COC(=O)[C@H]1C[C@H](N(CC1)C1=CC=C(C=C1)C(=O)OC(C)(C)C)C (2R,4R)-1-(4-(tert-butoxycarbonyl)phenyl)-2-methylpiperidine-4-carboxylic acid methyl ester